C(C)(C)(C)C1N(CC2=CC(=CC=C12)C=O)C(=O)OC(C)(C)C1=C(C(=NC=C1)Cl)F 2-(2-chloro-3-fluoropyridin-4-yl)propan-2-ol tert-butyl-5-formylisoindoline-2-carboxylate